ClC=1C(=NC=C(C1)Cl)N1CCNCC1 1-(3,5-dichloro-2-pyridinyl)piperazine